C1N(CC12CCOCC2)C2=NC=CC(=C2)OC2=CC(=C(C=C2)NC2=C1C(=NC=N2)NN=C1C1CCN(CC1)C(C=C)=O)F 1-(4-(4-((4-((2-(7-oxa-2-azaspiro[3.5]nonan-2-yl)pyridin-4-yl)oxy)-2-fluorophenyl)amino)-1H-pyrazolo[3,4-d]pyrimidin-3-yl)piperidin-1-yl)prop-2-en-1-one